[3-(difluoromethyl)-1-(4-formylcyclohexyl)pyrazol-4-yl]-5-[(2S)-2-methylmorpholin-4-yl]pyrazolo[1,5-a]pyrimidine-3-carboxamide FC(C1=NN(C=C1C1=NN2C(N=C(C=C2)N2C[C@@H](OCC2)C)=C1C(=O)N)C1CCC(CC1)C=O)F